OC1[C@@H](NC(N(N1C(=O)OCC1=CC=CC=C1)CC(C)C)=O)C[C@H]1C(NCC1)=O Benzyl (5S)-6-hydroxy-2-isobutyl-3-oxo-5-(((S)-2-oxopyrrolidin-3-yl) methyl)-1,2,4-triazinane-1-carboxylate